2-((5-((S)-2-(4-chloro-2-fluorophenyl)-2-methylbenzo[d][1,3]dioxol-4-yl)pyridin-2-yl)methyl)-1-(((S)-oxetan-2-yl)methyl)-1H-benzo[d]imidazole-6-carboxylic acid ClC1=CC(=C(C=C1)[C@@]1(OC2=C(O1)C=CC=C2C=2C=CC(=NC2)CC2=NC1=C(N2C[C@H]2OCC2)C=C(C=C1)C(=O)O)C)F